potassium (N-benzenesulphonyl)-benzenesulphonamide C1(=CC=CC=C1)S(=O)(=O)NS(=O)(=O)C1=CC=CC=C1.[K]